O1N=C(OCC1)C(C1=C(C=CC=C1)O)NOC 2-[5,6-dihydro-1,4,2-dioxazin-3-yl-(methoxyamino)methyl]phenol